(R)-ethyl 2-chloro-4-((10-methyl-8-oxo-9,10,11,12-tetrahydro-8H-[1,4]diazepino[5',6':4,5]thieno[3,2-f]quinolin-3-yl)amino)pyrimidine-5-carboxylate ClC1=NC=C(C(=N1)NC1=NC=2C=CC3=C(C2C=C1)C1=C(S3)C(N[C@@H](CN1)C)=O)C(=O)OCC